2-allyl-6-methylphenol C(C=C)C1=C(C(=CC=C1)C)O